13,21-Dimethylhentetracontane CC(CCCCCCCCCCCC)CCCCCCCC(CCCCCCCCCCCCCCCCCCCC)C